FC1(CC(C1)(C)CN1N=C(C(=C1C(=O)OC)C=C)C1(CC1)F)F methyl 1-((3,3-difluoro-1-methylcyclobutyl)methyl)-3-(1-fluorocyclopropyl)-4-vinyl-1H-pyrazole-5-carboxylate